3-(propoxy)trimethylolpropane triacrylate C(C=C)(=O)O.C(C=C)(=O)O.C(C=C)(=O)O.C(CC)OCCC(CO)(CO)CO